C1(CC1)C1=NNC(=N1)C1CC2(CN(C2)C(=O)N2CC3(C2)CN(C3)CC=3N(N=CC3)CC(F)(F)F)C1 [6-(3-cyclopropyl-1H-1,2,4-triazol-5-yl)-2-azaspiro[3.3]heptan-2-yl]-[6-[[2-(2,2,2-trifluoroethyl)pyrazol-3-yl]methyl]-2,6-diazaspiro[3.3]heptan-2-yl]methanone